(S)-3-chloro-5-fluoro-N-(6-(2-(4-fluorophenyl)-2-oxoethyl)-6-azaspiro[2.5]oct-1-yl)benzamide ClC=1C=C(C(=O)N[C@H]2CC23CCN(CC3)CC(=O)C3=CC=C(C=C3)F)C=C(C1)F